O[C@H](C1CCN(CC1)C1=CC=C(C(=O)OCC)C=C1)C1=C(C=CC=C1)C1=CC=C(C=C1)C(F)(F)F Ethyl (R)-4-(4-(hydroxy(4'-(trifluoromethyl)-[1,1'-biphenyl]-2-yl)methyl)piperidin-1-yl)benzoate